(2-isopropyl-phenyl)boric acid C(C)(C)C1=C(C=CC=C1)OB(O)O